N(=[N+]=[N-])[C@@]1([C@H](O)[C@H](O)[C@@H](COP(=O)(O)O)O1)N1C=NC=2C(O)=NC=NC12 azido-inosinic acid